CC1(CCCC1)NC(=O)C=1N=NC=CC1 N-(1-methylcyclopentyl)pyridazine-3-carboxamide